N-(1-(4-(1,1-difluoroethyl)pyridin-2-yl)-3-morpholino-1H-pyrrolo[3,2-C]pyridin-6-yl)acetamide FC(C)(F)C1=CC(=NC=C1)N1C=C(C=2C=NC(=CC21)NC(C)=O)N2CCOCC2